CC1(COCCN1C[C@@H]1N(C[C@H](NC1)C)CC(=O)N1C2=C(OC[C@@H]1C)N=C(C(=C2)CC2=CC=C(C=C2)F)C(=O)N)C (S)-1-(2-((2R,5R)-2-((3,3-dimethylmorpholino)methyl)-5-methylpiperazin-1-yl)acetyl)-7-(4-fluorobenzyl)-2-methyl-2,3-dihydro-1H-pyrido[2,3-b][1,4]oxazine-6-carboxamide